6-((3-chloropyrazin-2-yl)glycyl)hexahydroindolizin-3(2H)-one ClC=1C(=NC=CN1)NCC(=O)C1CN2C(CCC2CC1)=O